FC1=C(OC2=C(C(=O)N)C=CC=N2)C=CC(=C1)CC(=O)NC1=NN2C(C(=CC=C2)OC)=N1 2-(2-fluoro-4-(2-((8-methoxy-[1,2,4]triazolo[1,5-a]pyridin-2-yl)amino)-2-oxoethyl)phenoxy)nicotinamide